N-(4-(TERT-BUTYL)PHENYL)-6-METHOXY-[1,2,5]OXADIAZOLO[3,4-B]PYRAZIN-5-AMINE C(C)(C)(C)C1=CC=C(C=C1)NC1=NC=2C(N=C1OC)=NON2